9,9',9''-(6-(9H-carbazol-9-yl)-4-phenylpyridine-2,3,5-triyl)tris(9H-carbazole-3,6-dicarbonitrile) C1=CC=CC=2C3=CC=CC=C3N(C12)C1=C(C(=C(C(=N1)N1C2=CC=C(C=C2C=2C=C(C=CC12)C#N)C#N)N1C2=CC=C(C=C2C=2C=C(C=CC12)C#N)C#N)C1=CC=CC=C1)N1C2=CC=C(C=C2C=2C=C(C=CC12)C#N)C#N